3-(benzotriazol-1-yl)-1-[(3R)-3-[4-(3-methylisoxazol-5-yl)-2H-pyrazol-3-yl]-1-piperidyl]-propan-1-one N1(N=NC2=C1C=CC=C2)CCC(=O)N2C[C@@H](CCC2)C=2NN=CC2C2=CC(=NO2)C